3-(2-fluorophenyl)-2-methyl-5-(o-tolyl)-6H-pyrimido[1,6-b]pyridazine-6,8(7H)-dione FC1=C(C=CC=C1)C1=CC=2N(N=C1C)C(NC(C2C2=C(C=CC=C2)C)=O)=O